ClCC(O)C1=C(C=CC=C1)O (2-chloro-1-hydroxyethyl)phenol